4-(2-Diethylamino-ethyl)-N-[6-methyl-5-(4-pyridin-3-yl-pyrimidin-2-ylamino)-pyridin-3-yl]-benzamide C(C)N(CCC1=CC=C(C(=O)NC=2C=NC(=C(C2)NC2=NC=CC(=N2)C=2C=NC=CC2)C)C=C1)CC